C(C)OC(=O)C=1N=C(SC1CCCOC1=C(C=C(C=C1)Br)F)N 2-amino-5-[3-(4-bromo-2-fluorophenoxy)propyl]-1,3-thiazole-4-carboxylic acid ethyl ester